C(#N)C[C@@H]1N(CCN(C1)C=1C2=C(N=C(N1)OC[C@H]1N(CCC1)C)C(=C(N=C2)C2=C(C=CC=C2OCOC)F)F)C(=O)OC(C)(C)C tert-butyl (2S)-2-(cyanomethyl)-4-(8-fluoro-7-(2-fluoro-6-(methoxymethoxy)phenyl)-2-(((S)-1-methylpyrrolidin-2-yl)methoxy)pyrido[4,3-d]pyrimidin-4-yl)piperazine-1-carboxylate